FC=1C=C2C(=NC1)C(=C(N2COCC[Si](C)(C)C)C2=C(C=NC=C2)OCCNC(OC(C)(C)C)=O)C2=CC=CC=C2 tert-butyl (2-{[4-(6-fluoro-3-phenyl-1-{[2-(trimethylsilyl)ethoxy]methyl}-1H-pyrrolo[3,2-b]pyridin-2-yl)pyridin-3-yl]oxy}ethyl)carbamate